((ethoxycarbonyl)amino)-3-(4-(4,4,5,5-tetramethyl-1,3,2-dioxaborolan-2-yl)-1H-indol-3-yl)propanoate C(C)OC(=O)NC(C(=O)[O-])CC1=CNC2=CC=CC(=C12)B1OC(C(O1)(C)C)(C)C